Tert-Butyl N-[2-[2-bromo-5-(8-chloro-4-oxo-chromen-2-yl)-4-methoxy-phenoxy]ethyl]carbamate BrC1=C(OCCNC(OC(C)(C)C)=O)C=C(C(=C1)OC)C=1OC2=C(C=CC=C2C(C1)=O)Cl